(1R,3R,4R,7S)-3-(2-amino-6-oxo-1H-purin-9-yl)-1-[[bis(4-methoxyphenyl)-phenyl-methoxy]methyl]-7-hydroxy-2-oxa-5-azabicyclo[2.2.1]heptane NC=1NC(C=2N=CN(C2N1)[C@@H]1O[C@]2(CN[C@@H]1[C@@H]2O)COC(C2=CC=CC=C2)(C2=CC=C(C=C2)OC)C2=CC=C(C=C2)OC)=O